NC=1C=NNC1N 4,5-diaminopyrazol